4'-chloro-3',5-difluoro-biphenyl ClC1=C(C=C(C=C1)C1=CC=CC(=C1)F)F